[5-(4-fluoro-2-isopropoxy-phenyl)-6-methyl-2-(1-methyl-6-oxo-3-pyridinyl) pyrimidin-4-yl] trifluoromethanesulfonate FC(S(=O)(=O)OC1=NC(=NC(=C1C1=C(C=C(C=C1)F)OC(C)C)C)C1=CN(C(C=C1)=O)C)(F)F